FC1=CC=C2C(N(C=NC2=C1)C=1C(=C(C=CC1)C1=C2C=CNC2=C(C=C1)C(=O)N)C)=O 4-(3-(7-fluoro-4-oxoquinazolin-3(4H)-yl)-2-methylphenyl)-1H-indole-7-carboxamide